FC=1C=C(C=CC1C)[C@]1(CN(CC1)C(=O)NC1=C(C=CC(=C1)C(F)(F)F)OC)C=1SC=CN1 (R)-3-(3-fluoro-4-methylphenyl)-N-(2-methoxy-5-(trifluoromethyl)phenyl)-3-(thiazol-2-yl)pyrrolidine-1-carboxamide